Oxazolo[4,5-c]pyridine-2-thiol O1C(=NC=2C=NC=CC21)S